C(#N)C(CC1CC(NC2=CC=CC=C12)=O)NC(=O)[C@H](CC(C)C)NC(=O)C=1NC2=CC=CC(=C2C1)OC N-[(1S)-1-[[1-cyano-2-(2-oxo-3,4-dihydro-1H-quinolin-4-yl)ethyl]carbamoyl]-3-methyl-butyl]-4-methoxy-1H-indole-2-carboxamide